C(=O)C=1C=C(OCCCCNC(OC(C)(C)C)=O)C=C(C1)C=O Tert-butyl (4-(3,5-diformylphenoxy)butyl)carbamate